CN1N=C(C(=C1)C(=O)[O-])C(F)F 1-methyl-3-difluoromethylpyrazole-4-formate